OC1=CC=C(C=C1)CCC(C)O 4-(p-hydroxyphenyl)-2-butanol